C(#N)N1CCC(CC1)N1N=NC(=C1C)C1=CC=2N(C(=C1)OC(C)C=1N=NN(C1)C(C)C)C(=CN2)C#N 7-[1-(1-Cyano-4-piperidyl)-5-methyl-triazol-4-yl]-5-[1-(1-isopropyltriazol-4-yl)ethoxy]imidazo[1,2-a]pyridine-3-carbonitrile